FC1=C(C=CC=2C=NSC21)NC2=NC=NC1=CC=C(C=C21)[C@@H]2CN(CC2)C(=O)OC(C)(C)C tert-butyl (3R)-3-[4-[(7-fluoro-1,2-benzothiazol-6-yl)amino]quinazolin-6-yl]pyrrolidine-1-carboxylate